ClC=1C=C(C=CC1Cl)N1C(N(C(C2=C1C=C(S2)C2=CC=CC=C2)=O)C=2C=NC=CC2)=O 1-(3,4-dichlorophenyl)-6-phenyl-3-(pyridin-3-yl)thieno[3,2-d]pyrimidine-2,4(1H,3H)-dione